(2R)-2-(6-{5-chloro-2-[(oxan-4-yl)amino]pyrimidin-4-yl}-1-oxo-2,3-dihydro-1H-isoindol-2-yl)-N-[(1S)-1-(5-fluoro-2-methoxypyridin-4-yl)-2-hydroxyethyl]propanamide ClC=1C(=NC(=NC1)NC1CCOCC1)C1=CC=C2CN(C(C2=C1)=O)[C@@H](C(=O)N[C@H](CO)C1=CC(=NC=C1F)OC)C